(10-bromodecyl)-2,3,4-trimethoxy-benzaldehyde BrCCCCCCCCCCC=1C(=C(C(=C(C=O)C1)OC)OC)OC